FC(O[C@@H]1C[C@H](N(C1)C(CNC(C1=CC(=CC(=C1)OC1=C(C=C(C=C1)C)F)F)=O)=O)C(=O)OC)F Methyl (2S,4R)-4-(difluoromethoxy)-1-((3-fluoro-5-(2-fluoro-4-methylphenoxy)benzoyl)glycyl)pyrrolidine-2-carboxylate